C(C=C)(=O)N1CCC(CC1)C1=CN(C=2C(=NNC(C21)=O)N)C2=CC=C(C=C2)OC2=CC=CC=C2 3-(1-acryloylpiperidin-4-yl)-7-amino-1-(4-phenoxyphenyl)-1,5-dihydro-4H-pyrrolo[2,3-d]pyridazin-4-one